2-thia-6-azaspiro[3.3]heptane C1SCC12CNC2